fluoromonoamine FN